2-((5,6-dimethyl-6H-pyrido[4,3-b]carbazol-9-yl)oxy)-N,N-dimethylacetamide CC1=C2C(=CC=3C=4C=C(C=CC4N(C13)C)OCC(=O)N(C)C)C=NC=C2